N1C=NC2=C1C=C(C=C2)C(=O)[O-] 1H-benzimidazole-6-carboxylate